ClC1=CC=C(C[C@@H]2N(C[C@@H](OC2)C)C2CCN(CC2)/C(=N/C#N)/SC)C=C1 methyl (Z)-4-((2S,5S)-5-(4-chloro-benzyl)-2-methylmorpholino)-N-cyanopiperidine-1-carbimidothioate